[Cl-].[Cl-].[Cd+2] CADMIUM DICHLORIDE